2-(Dimethoxymethyl)benzyl Methanesulfonate CS(=O)(=O)OCC1=C(C=CC=C1)C(OC)OC